ClC1=CC=C(C=2SC3=CC=CC=C3C(C12)=O)OCC 1-chloro-4-ethoxy-9H-thioxanthen-9-one